ClC1=CC=C2C(=N1)N=C(O2)N2CCCCC2 5-chloro-2-(piperidin-1-yl)oxazolo[4,5-b]pyridine